C(=CCCCC)CC(=O)O.C(#C)C1=CN=C(S1)S(=O)(=O)N 5-ethynyl-thiazole-2-sulfonamide 2-hexenyl-(E)-acetate